ClC=1C(=C(C(=CC1)C(F)F)C=1C(=CC=[N+](C1)[O-])OC)F 5-(3-chloro-6-(difluoromethyl)-2-fluorophenyl)-4-methoxypyridine 1-oxide